(2S,4r)-N-((S,E)-1-cyclopropyl-3-(methylsulfonyl)allyl)-4-ethyl-2-phenylpiperidine-1-carboxamide C1(CC1)[C@@H](\C=C\S(=O)(=O)C)NC(=O)N1[C@@H](C[C@@H](CC1)CC)C1=CC=CC=C1